(S)-1,1-difluoro-N-(2-(1-(2-fluorophenyl)ethoxy)-4-(4,4,5,5-tetramethyl-1,3,2-dioxaborolan-2-yl)phenyl)methane-sulfonamide FC(S(=O)(=O)NC1=C(C=C(C=C1)B1OC(C(O1)(C)C)(C)C)O[C@@H](C)C1=C(C=CC=C1)F)F